CN1C(=NC=C1C=1C=C2C=C(N=CC2=CC1)NC(CN1C[C@@H](CC1)F)=O)C (R)-N-(6-(1,2-dimethyl-1H-imidazol-5-yl)isoquinolin-3-yl)-2-(3-fluoropyrrolidin-1-yl)acetamide